N1=CC(=CN2C1=C1N=C3C=CC=CC3=C1C=C2)C(=O)[O-] pyrimido[1',2':1,2]pyrido[3,4-b]indole-3-carboxylate